C(C)(=O)N1CCN(CC1)[C@@H]1C[C@@H](CCC1)NC(=O)C=1NC2=C(C=CC(=C2C1)F)C N-((1R,3S)-3-(4-acetylpiperazin-1-yl)cyclohexyl)-4-fluoro-7-methyl-1H-indole-2-carboxamide